N2-isopropyl-N4-(1-(2-(trifluoromethyl)phenyl)ethyl)thieno[3,2-d]pyrimidine-2,4-diamine C(C)(C)NC=1N=C(C2=C(N1)C=CS2)NC(C)C2=C(C=CC=C2)C(F)(F)F